silver methanedisulfonate C(S(=O)(=O)[O-])S(=O)(=O)[O-].[Ag+].[Ag+]